C(#N)C=1C=C(SC1)C(=O)NCC1=NC(=NO1)C=1C=C2C(=CC=CN2C1SC(F)(F)F)N[C@H]1[C@H](CN(CC1)C)F 4-cyano-N-{[3-(8-{[(3S,4R)-3-fluoro-1-methylpiperidin-4-yl]amino}-3-[(trifluoromethyl)sulfanyl]indolizin-2-yl)-1,2,4-oxadiazol-5-yl]methyl}thiophene-2-carboxamide